ClC1=C(C=CC=C1)NC(=S)NC1CN(C(C1)=O)C1CCCC1 1-(2-chlorophenyl)-3-(1-cyclopentyl-5-oxopyrrolidin-3-yl)thiourea